5-pentoxypentylamine C(CCCC)OCCCCCN